(4-(bis(ethylsulfanyl)methyl)-2-methoxyphenoxy)-1-(4-p-toluenesulfonylpiperazin-1-yl)ethan-1-one C(C)SC(C1=CC(=C(OCC(=O)N2CCN(CC2)S(=O)(=O)C2=CC=C(C)C=C2)C=C1)OC)SCC